N-[5-(1H-benzimidazol-2-yl)-1-methyl-pyrazol-3-yl]-6-[4-[2-(trideuteriomethoxy)ethyl]piperazin-1-yl]pyridine-3-carboxamide N1C(=NC2=C1C=CC=C2)C2=CC(=NN2C)NC(=O)C=2C=NC(=CC2)N2CCN(CC2)CCOC([2H])([2H])[2H]